methyl (S)-3-(8-(2,6-dichloro-4-fluorophenyl)chroman-5-yl)-2-(2,6-dichlorobenzamido)propanoate ClC1=C(C(=CC(=C1)F)Cl)C=1C=CC(=C2CCCOC12)C[C@@H](C(=O)OC)NC(C1=C(C=CC=C1Cl)Cl)=O